bis(2,3-dihydroxypropyl) ether OC(COCC(CO)O)CO